C(C)(C)(C)OC(CBr)=O.C(C1=CC=CC=C1)O[C@@H]1[C@H](N(C[C@@H]([C@H]1OCC1=CC=CC=C1)OCC1=CC=CC=C1)C[C@@H]1CNCCC1)C (2R,3R,4R,5S)-3,4,5-tris(benzyloxy)-2-methyl-1-((S)-piperidin-3-ylmethyl)piperidine Tert-Butyl-Bromoacetate